C(C)(C)(C)[Sn](C(C)(C)C)(Cl)Cl di-tert-butyl-tin chloride